COC1=C(C=C(C=C1)CC1=CC(=CC=C1)C(F)(F)F)[N+](=O)[O-] methoxy-2-nitro-4-(3-(trifluoromethyl)benzyl)benzene